1-[6-(furan-2-yl)-2-(methylsulfanyl)pyrimidin-4-yl]-1,2,3-benzotriazole O1C(=CC=C1)C1=CC(=NC(=N1)SC)N1N=NC2=C1C=CC=C2